2-(2-(4,4-difluoropiperidin-1-yl)-3-fluoro-6-methylpyridin-4-yl)-5-(4-iodo-2-(6-azaspiro[2.5]oct-6-yl)phenyl)-1,3,4-oxadiazole FC1(CCN(CC1)C1=NC(=CC(=C1F)C=1OC(=NN1)C1=C(C=C(C=C1)I)N1CCC2(CC2)CC1)C)F